(R/S)-(4-((2-(difluoromethyl)-2H-tetrazol-5-yl)(phenyl)methyl)piperazin-1-yl)(4-(6-(1-methyl-1H-imidazol-2-yl)benzo[d]oxazol-2-yl)pyridin-2-yl)methanone FC(N1N=C(N=N1)[C@H](N1CCN(CC1)C(=O)C1=NC=CC(=C1)C=1OC2=C(N1)C=CC(=C2)C=2N(C=CN2)C)C2=CC=CC=C2)F |r|